tert-Butyl (3R)-11,11-difluoro-10-hydroxy-3-methyl-1,3,4,7,8,9,10,11-octahydro-2H-pyrido-[4',3':3,4]pyrazolo[1,5-a]azepine-2-carboxylate FC1(C=2N(CCCC1O)N=C1C2CN([C@@H](C1)C)C(=O)OC(C)(C)C)F